4-Amino-2-((4-(2-(diisopropylamino)ethyl)piperazin-1-yl)methyl)phenol NC1=CC(=C(C=C1)O)CN1CCN(CC1)CCN(C(C)C)C(C)C